FC1CC(N(C1)C(CCC=1C=NC=CC1)=O)C(=O)NC(C1=CC=C(C=C1)C(C)C)C1=CC=CC=C1 4-fluoro-N-{phenyl-[4-(prop-2-yl)phenyl]methyl}-1-[3-(pyridin-3-yl)propionyl]pyrrolidine-2-carboxamide